CC(CC(=O)OC(COC(CCCCCCC\C=C/CCCCCCCC)=O)COC(CCCCCCC\C=C/CCCCCCCC)=O)CCCCCCC(=O)OC1=C(C=C(C=C1OC)CO)OC 1-(1,3-bis(oleoyloxy)propan-2-yl) 10-(4-(hydroxymethyl)-2,6-dimethoxyphenyl) 3-methyldecanedioate